methyl (2S)-2-[[(2S)-2-(tert-butoxycarbonylamino)-4,4-dimethyl-pentanoyl]amino]-3-[(3R)-5,5-dimethyl-2-oxo-pyrrolidin-3-yl]propanoate C(C)(C)(C)OC(=O)N[C@H](C(=O)N[C@H](C(=O)OC)C[C@H]1C(NC(C1)(C)C)=O)CC(C)(C)C